2-[3'-tert-butyl-5'-(2-meth-oxycarbonylethyl)-2'-hydroxyphenyl]-2H-benzotriazole C(C)(C)(C)C=1C(=C(C=C(C1)CCC(=O)OC)N1N=C2C(=N1)C=CC=C2)O